C(C1=CC=CC=C1)N1CCC(CC1)OC1CC(C1)O (1r,3r)-3-((1-benzylpiperidin-4-yl)oxy)cyclobutan-1-ol